ClC1=CC=C(C=C1)C12C(N(C(C2C1)=C)C1=CC=CC=C1)=O 1-(4-chlorophenyl)-4-methylene-3-phenyl-3-azabicyclo[3.1.0]hexane-2-one